C(C)(C)(C)OC(NC1CC2CCC(C1)N2C2=NC(=C(C(=C2)OC)Cl)C2=CC(=C(C=C2)C#N)F)=O (8-(5-chloro-6-(4-cyano-3-fluorophenyl)-4-methoxypyridyl)-8-azabicyclo[3.2.1]oct-3-yl)carbamic acid tert-butyl ester